(3-(benzyloxy)-2-(hydroxymethyl)-4-(methoxy-d3)phenyl)-N-(2-(4-(benzyloxy)-3-(methoxy-d3)phenyl)ethyl-1,1-d2)acetamide C(C1=CC=CC=C1)OC=1C(=C(C=CC1OC([2H])([2H])[2H])CC(=O)NC(CC1=CC(=C(C=C1)OCC1=CC=CC=C1)OC([2H])([2H])[2H])([2H])[2H])CO